FC=1C=CC(=C2C=CC(NC12)=O)O 8-fluoro-5-hydroxyquinolin-2(1H)-one